O=C1NC(CC[C@H]1C1=CC=C(C=C1)N1CCC(CC1)CN1CC(CCC1)CNC(=O)C1(CCN(CC1)C1=CN=NC(=C1)C1=C(C=CC=C1)O)C1=CC=CC=C1)=O N-({1-[(1-{4-[(3S)-2,6-DIOXOPIPERIDIN-3-YL]PHENYL}PIPERIDIN-4-YL)METHYL]PIPERIDIN-3-YL}METHYL)-1-[6-(2-HYDROXYPHENYL)PYRIDAZIN-4-YL]-4-PHENYLPIPERIDINE-4-CARBOXAMIDE